N1(CCCC1)CCNC(=O)OC(CCC(=O)OCC(COC(CCC(OCCCC\C=C/CC)OCCCC\C=C/CC)=O)COC(CCCCCCOC(C(CCCCCC)CCCC)=O)=O)CCCCCCC 3-((4,4-bis(((Z)-oct-5-en-1-yl)oxy)butanoyl)oxy)-2-(((7-((2-butyloctanoyl)oxy)heptanoyl)oxy)methyl)propyl 4-(((2-(pyrrolidin-1-yl)ethyl)carbamoyl)oxy)undecanoate